(R)-2-(5-Fluoro-1H-pyrrolo[2,3-b]pyridin-3-yl)-N-(2-fluoro-3-hydroxy-3-methylbutyl)-4-(isopropylamino)thieno[2,3-b]pyridin-5-carboxamid FC=1C=C2C(=NC1)NC=C2C2=CC=1C(=NC=C(C1NC(C)C)C(=O)NC[C@H](C(C)(C)O)F)S2